6-(2-methylpyridin-4-yl)-N-(4-(pyridazin-4-yl)benzyl)-2,7-naphthyridin-1-amine CC1=NC=CC(=C1)C=1C=C2C=CN=C(C2=CN1)NCC1=CC=C(C=C1)C1=CN=NC=C1